N-vinyl-5-methyl-2-oxazolidinone C(=C)N1C(OC(C1)C)=O